N,N'-dibenzyl-m-phenylenediamine C(C1=CC=CC=C1)NC1=CC(=CC=C1)NCC1=CC=CC=C1